OCCCCCCCCN1CCN(CC1)C1=CC=C2C(=NN(C2=C1)C)N1C(NC(CC1)=O)=O 1-(6-(4-(8-hydroxyoctyl)piperazin-1-yl)-1-methyl-1H-indazol-3-yl)dihydropyrimidine-2,4(1H,3H)-dione